COC1=NC=CC(=N1)N1CC2C(C1)CC(C2)C(=O)N2N=CCC2C2=CC=CC=C2 (2-(2-methoxypyrimidin-4-yl)octahydrocyclopenta[c]pyrrol-5-yl)(5-phenyl-4,5-dihydro-1H-pyrazol-1-yl)methanone